3-((2-((cyclopropylmethyl)amino)pyridin-4-yl)methoxy)-5-(2,5-dimethyl-1,2,3,4-tetrahydroisoquinolin-7-yl)pyrazin-2-amine C1(CC1)CNC1=NC=CC(=C1)COC=1C(=NC=C(N1)C1=CC(=C2CCN(CC2=C1)C)C)N